(1-(5-fluoropyrimidin-2-yl)-4-methylpiperidin-4-yl)(5-phenyl-4,5-dihydro-1H-pyrazol-1-yl)methanone FC=1C=NC(=NC1)N1CCC(CC1)(C)C(=O)N1N=CCC1C1=CC=CC=C1